(R)-4-(5-(3-ethyl-4-(2-(3-methylpiperazin-1-yl)ethoxy)phenyl)-8-oxo-6-thioxo-5,7-diazaspiro[3.4]oct-7-yl)-2-(trifluoromethyl)benzonitrile C(C)C=1C=C(C=CC1OCCN1C[C@H](NCC1)C)N1C2(CCC2)C(N(C1=S)C1=CC(=C(C#N)C=C1)C(F)(F)F)=O